2'-chloro-N-(5-(3-(difluoromethyl)-5-fluoro-1-methyl-1H-pyrazole-4-carbonyl)-5,6-dihydro-4H-pyrrolo[3,4-d]thiazol-2-yl)-5'-methoxy-6-methyl-[4,4'-bipyridine]-3-carboxamide ClC1=NC=C(C(=C1)C1=C(C=NC(=C1)C)C(=O)NC=1SC2=C(N1)CN(C2)C(=O)C=2C(=NN(C2F)C)C(F)F)OC